C(C)(C)(C)C1=CC=C(NC2=C(C=C(C=C2)C(C)(C)C)B2OC(C)(C)C(C)(C)O2)C=C1 2-(4-tert-butylanilino)-5-tert-butylphenylboronic acid pinacol ester